2,4-dinitrobenzamide [N+](=O)([O-])C1=C(C(=O)N)C=CC(=C1)[N+](=O)[O-]